(1R,2R)-N-[7-fluoro-6-[4-[(3R,4R)-4-hydroxy-3-methyl-tetrahydrofuran-3-yl]piperazin-1-yl]-3-isoquinolinyl]-2-(2-pyridinyl)cyclopropanecarboxamide FC1=C(C=C2C=C(N=CC2=C1)NC(=O)[C@H]1[C@@H](C1)C1=NC=CC=C1)N1CCN(CC1)[C@@]1(COC[C@@H]1O)C